1-(6-bromochroman-8-yl)-N,N-dimethylmethylamine BrC=1C=C2CCCOC2=C(C1)CN(C)C